5-(2-furoyl)amino-3-(1-isobutyl-1,2,3,6-tetrahydropyridin-4-yl)-1H-indole O1C(=CC=C1)C(=O)NC=1C=C2C(=CNC2=CC1)C=1CCN(CC1)CC(C)C